1-[5-(4-hexyloxy-1,2,5-thiadiazol-3-yl)-1-methyl-3,6-dihydro-2H-pyridin-ium-1-yl]ethyl 2,2-dimethylpropanoate chloride [Cl-].CC(C(=O)OC(C)[N+]1(CCC=C(C1)C1=NSN=C1OCCCCCC)C)(C)C